OC[C@H](C#CC1=CC=C(C=C1)C1=CC=C(C=C1)C1CC(C1)NCCC#N)N1C(=NC=C1)[C@H](C)O 3-((3-(4'-((S)-4-hydroxy-3-(2-((S)-1-hydroxyethyl)-1H-imidazol-1-yl)but-1-yn-1-yl)-[1,1'-biphenyl]-4-yl)cyclobutyl)amino)propanenitrile